(R)-4-((1-(3-(difluoromethyl)-2-fluorophenyl)ethyl)amino)-7-ethoxy-2-methylpyrido[2,3-d]pyrimidin-6-ol FC(C=1C(=C(C=CC1)[C@@H](C)NC=1C2=C(N=C(N1)C)N=C(C(=C2)O)OCC)F)F